FC=1C=C(C=C(C1)F)C(C)=O (3,5-difluorophenyl)ethanone